ClC1=NC=CC(=N1)C1=NC(=NN1C)CO (5-(2-chloropyrimidin-4-yl)-1-methyl-1H-1,2,4-triazol-3-yl)methanol